4-(4-Hydroxyphenyl)-piperazin-1-yl-phenanthren-9-yl-methanone OC1=CC=C(C=C1)N1CCN(CC1)C(=O)C=1C2=CC=CC=C2C=2C=CC=CC2C1